(3R,4R)-4-{[5-(2,4-difluoro-phenyl)-isoxazole-3-carbonyl]-amino}-1-(2-hydroxymethyl-cyclopentyl)-piperidine-3-carboxylic acid dimethylamide CN(C(=O)[C@@H]1CN(CC[C@H]1NC(=O)C1=NOC(=C1)C1=C(C=C(C=C1)F)F)C1C(CCC1)CO)C